C(C)(C)(C)OC(CCOCC[C@@H]1CC[C@H](N1C(=O)OC(C)(C)C)C(=O)OC(C)(C)C)=O di-tert-Butyl (2S,5S)-5-(2-(3-(tert-butoxy)-3-oxopropoxy)ethyl)pyrrolidine-1,2-dicarboxylate